C(C)S(=O)(=O)ON=C1C(C#N)C=CC(=C1)OC (ethylsulfonyloxyimino)-4-methoxybenzonitrile